C(C1=CC=CC=C1)N1S(C(C(C2=C1C=CC=C2)=O)C2=CC=C(C=C2)[N+](=O)[O-])(=O)=O 1-Benzyl-3-(4-nitrophenyl)-1H-2,1-benzothiazin-4(3H)-on-2,2-dioxid